C(C(C)C)C(C(=O)OCC)C(=O)OC 1-ETHYL 3-METHYL 2-ISOBUTYLMALONATE